C(C)C(C(=O)OCC(OC(C(CCCC)CC)=O)COC(C(CCCC)CC)=O)CCCC Glycerol tris(2-ethylhexanoate)